tert-Butyl 4-[(6-bromopyridin-3-yl)methyl]piperazine-1-carboxylate BrC1=CC=C(C=N1)CN1CCN(CC1)C(=O)OC(C)(C)C